C(C)N(CC)CC.C(C)C1=CC2=C(NC(CC(N2C2=CC(=CC=C2)C2=NOC(N2)=S)=O)=O)C2=CC=CC=C12 7-Ethyl-5-(3-(5-thioxo-4,5-dihydro-1,2,4-oxadiazol-3-yl)phenyl)-1,5-dihydro-2H-naphtho[1,2-b][1,4]diazepine-2,4(3H)-dione triethylamine salt